C1(CC1)C1=C(C=C2C=NN(C2=C1)C1CCOCC1)[N+](=O)[O-] 6-cyclopropyl-5-nitro-1-(tetrahydro-2H-pyran-4-yl)-1H-indazole